C1(=CC=CC=C1)OCCOCCOC(C1=CC=CC=C1)=O.F[C@H]1CNCCO[C@H]1C(=O)N1[C@H](C2=CC=CC=C2CC1)C1=CC=C(C=C1)F ((6S,7S)-6-fluoro-1,4-oxaazepan-7-yl)((S)-1-(4-fluorophenyl)-3,4-dihydroisoquinolin-2(1H)-yl)methanone 2-[2-(Phenyloxy)ethoxy]Ethyl-benzoate